FC(OC=1C=C(C=CC1)[C@@H]1CC2(CN(C2)C=O)CC1)(F)F ((S)-6-(3-(trifluoromethoxy)phenyl)-2-azaspiro[3.4]octan-2-yl)methanone